rac-(1'R,2'S,3R,7a'R)-2'-((allyloxy)carbonyl)-5,7-dichloro-6',6'-difluoro-2-oxo-1',2',5',6',7',7a'-hexahydrospiro[indoline-3,3'-pyrrolizine]-1'-carboxylic acid C(C=C)OC(=O)[C@H]1[C@H]([C@H]2CC(CN2[C@]12C(NC1=C(C=C(C=C12)Cl)Cl)=O)(F)F)C(=O)O |r|